ClC=1N(C(C=2NC(=NC2N1)C=1C=NN(C1)CC1=C(C=C(C=C1)F)F)=O)CCC 2-Chloro-8-[1-(2,4-difluoro-benzyl)-1H-pyrazol-4-yl]-1-propyl-1,7-dihydro-purin-6-one